5'-chloro-2'-methyl-spiro[cyclohexane-1,1'-indene]-4-one ClC=1C=C2C=C(C3(C2=CC1)CCC(CC3)=O)C